NC(COCCNC(C1=C(C=C(C=C1)NC=1C=2N(C=CN1)C(=CN2)C=2C(=NN(C2)CC(F)F)C(F)(F)F)CC)=O)(C)C N-[2-(2-amino-2-methylpropoxy)ethyl]-4-[[3-[1-(2,2-difluoroethyl)-3-(trifluoromethyl)pyrazol-4-yl]imidazo[1,2-a]pyrazin-8-yl]amino]-2-ethylbenzamide